CC(C(=O)OCCCCCCCN(C)C)=C 7-(dimethylamino)heptyl (methyl)acrylate